C1(=CC=CC=C1)P(C1=CC=CC=C1)C1=CC=CC=C1 Triphenylphosphin